C1N(CC12CCCC2)CCN2C(C(=CC=C2C(F)(F)F)C(=O)O)=O 1-(2-{2-azaspiro[3.4]octan-2-yl}ethyl)-2-oxo-6-(trifluoromethyl)-1,2-dihydropyridine-3-carboxylic acid